(2-(3-(2-fluorophenyl)ureido)-2-oxoethyl)piperazine-1-carboxylic acid FC1=C(C=CC=C1)NC(NC(CC1N(CCNC1)C(=O)O)=O)=O